S1C(=CC=C1)C=1OC(C2=C(N1)C=CC=C2)=O 2-(thiophen-2-yl)-4H-benzo[D][1,3]oxazin-4-one